(2,3-Dimethoxyphenyl)methanol benzyl-N-benzyl-N-[(1R)-1-[(2S)-6-hydroxy-5-iodo-tetrahydropyran-2-yl]ethyl]carbamate C(C1=CC=CC=C1)C[C@H]([C@H]1OC(C(CC1)I)O)N(C(=O)OCC1=C(C(=CC=C1)OC)OC)CC1=CC=CC=C1